C1C(=O)NC(=O)N1/N=C/C2=CC=C(O2)[N+](=O)[O-] The molecule is an imidazolidine-2,4-dione that is hydantoin substituted at position 1 by a [(5-nitro-2-furyl)methylene]amino group. An antibiotic that damages bacterial DNA. It has a role as a hepatotoxic agent, an antiinfective agent and an antibacterial drug. It is an organonitrogen heterocyclic antibiotic, an organooxygen heterocyclic antibiotic, a nitrofuran antibiotic and an imidazolidine-2,4-dione. It derives from a semicarbazide.